9,10-bis(n-pentyloxycarbonyloxy)anthracene C(CCCC)OC(=O)OC=1C2=CC=CC=C2C(=C2C=CC=CC12)OC(=O)OCCCCC